CC1CC2(C=3N1N=C(C3)C=3C=NC1=CC=CC=C1C3)CN(C2)C(=O)C2=NC=NC=C2 [6'-methyl-2'-(quinolin-3-yl)-5',6'-dihydrospiro[azetidine-3,4'-pyrrolo[1,2-b]pyrazol]-1-yl](pyrimidin-4-yl)methanone